C(C)(C)(C)OC(N(C1=C(C=2C(=NC(=C(C2)C)C)N1C1=C(C(=CC=C1C)OC)C)C1=NN=CN1)C(=O)OC(C)(C)C)=O (Tert-Butoxycarbonyl)(1-(3-methoxy-2,6-dimethylphenyl)-5,6-dimethyl-3-(4H-1,2,4-triazol-3-yl)-1H-pyrrolo[2,3-b]pyridin-2-yl)carbamic acid tert-butyl ester